CC=1N=C2N(N=C(C(=C2)C)N2CC=3C=C(C=NC3CC2)C=2C=NC=NC2)C(C1)=O 2,8-dimethyl-7-(3-(pyrimidin-5-yl)-7,8-dihydro-1,6-naphthyridin-6(5H)-yl)-4H-pyrimido[1,2-b]pyridazin-4-one